(S)-5-((2-amino-3-chloropyridin-4-yl)thio)-2-(4'-amino-4'H,6'H-spiro[piperidine-4,5'-pyrrolo[1,2-b]pyrazol]-1-yl)-3-methyl-pyrimidin-4(3H)-one (trifluoroacetate) FC(C(=O)O)(F)F.NC1=NC=CC(=C1Cl)SC=1C(N(C(=NC1)N1CCC2([C@@H](C=3N(N=CC3)C2)N)CC1)C)=O